3-fluoro-1-[3-[1-(2-fluoroprop-2-enoyl)azetidin-3-yl]-1-[4-(trifluoromethoxy)phenyl]pyrazolo[3,4-b]pyridin-4-yl]azetidine-3-carboxamide FC1(CN(C1)C1=C2C(=NC=C1)N(N=C2C2CN(C2)C(C(=C)F)=O)C2=CC=C(C=C2)OC(F)(F)F)C(=O)N